tri(4-methoxyphenyl)sulfonium nonafluoro-n-butanesulfonate FC(C(C(C(S(=O)(=O)[O-])(F)F)(F)F)(F)F)(F)F.COC1=CC=C(C=C1)[S+](C1=CC=C(C=C1)OC)C1=CC=C(C=C1)OC